2-[3-(hexyloxy)-2-hydroxypropoxy]-ethyl benzoate C(C1=CC=CC=C1)(=O)OCCOCC(COCCCCCC)O